5-(7-{[1-(cyclopropanesulfonyl)azetidin-3-yl]oxy}-1-fluoro-3-hydroxynaphthalen-2-yl)-1λ6,2,5-thiadiazolidine-1,1,3-trione C1(CC1)S(=O)(=O)N1CC(C1)OC1=CC=C2C=C(C(=C(C2=C1)F)N1CC(NS1(=O)=O)=O)O